3-Fluoro-6-chinolin-7-yl-5-(1-{[1-(trifluoromethyl)cyclopropyl]methyl}-1H-pyrazol-4-yl)pyridin-2-carbonitril FC=1C(=NC(=C(C1)C=1C=NN(C1)CC1(CC1)C(F)(F)F)C1=CC=C2C=CC=NC2=C1)C#N